9-amino-N-(4-(2-((3-amino-6-(2-hydroxyphenyl)pyridazin-4-yl)oxy)ethyl)benzyl)nonanamide NCCCCCCCCC(=O)NCC1=CC=C(C=C1)CCOC1=C(N=NC(=C1)C1=C(C=CC=C1)O)N